C(C(=C)C)(=O)OC(CCCCCCCCC)CCOC(C(=C)C)=O 10,12-dodecanediol dimethacrylate